6-methoxybenzo[c][1,2,5]oxadiazole 1-oxide COC=1C=CC=2C(=[N+](ON2)[O-])C1